NC1=NN2C(C=CC(=C2)C=2C=C(C(=NC2)C)NC(=O)N2OCC[C@H]2C2=CC=CC=C2)=N1 (S)-N-(5-(2-amino-[1,2,4]triazolo[1,5-a]pyridin-6-yl)-2-methylpyridin-3-yl)-3-phenylisoxazolidine-2-carboxamide